C(C1=CC=CC=C1)NC(=O)N1CCC2(C(C2)CNC(=O)N2CC=3C=NC=CC3C2)CC1 N-[[6-(benzylcarbamoyl)-6-azaspiro[2.5]octan-2-yl]methyl]-1,3-dihydropyrrolo[3,4-c]pyridine-2-carboxamide